diphytanoyl-sn-glycero-3-phosphocholine C(CC(C)CCCC(C)CCCC(C)CCCC(C)C)(=O)C(OP(OC[C@@H](CO)O)(=O)[O-])(C[N+](C)(C)C)C(CC(C)CCCC(C)CCCC(C)CCCC(C)C)=O